ethyl (4S)-4-(2-chloro-3-fluoro-phenyl)-6-methyl-2-thiazol-2-yl-1,4-dihydropyrimidine-5-carboxylate ClC1=C(C=CC=C1F)[C@H]1N=C(NC(=C1C(=O)OCC)C)C=1SC=CN1